4-(4-methoxyphenyl)oxazol-2(3H)-one COC1=CC=C(C=C1)C=1NC(OC1)=O